FC(C(=O)O)(F)F.FC(C(=O)O)(F)F.NC1=CC=C(C(=N1)C)CNC([C@H](C)NC(=O)[C@@H]1NC[C@H](C1)CC1=CC=C(C=C1)N1C(CCC1)=O)=O (2R,4S)-N-((S)-1-(((6-amino-2-methylpyridin-3-yl)methyl)amino)-1-oxopropan-2-yl)-4-(4-(2-oxopyrrolidin-1-yl)benzyl)pyrrolidine-2-carboxamide di-trifluoroacetate